CC(CO)C=CC1C(C(=CC1)C)(C)C 2-methyl-4-(2,2,3-trimethylcyclopent-3-en-1-yl)but-3-en-1-ol